1,4,5,6,7,8-hexahydro-5,8-epoxycyclohepta[c]pyrazole-3-carboxamide N1N=C(C2=C1C1CCC(C2)O1)C(=O)N